NC1=NC2=CC=C(C=C2C=C1Br)C(=O)N(CC=1N=NC(=CC1)OC)[C@H](C)C1=NC=CC=C1F 2-amino-3-bromo-N-((1R)-1-(3-fluoro-2-pyridinyl)ethyl)-N-((6-methoxy-3-pyridazinyl)methyl)-6-quinolinecarboxamide